C(=O)C1=CC=C(C=C1)C=1C=C(C(NC1C(F)(F)F)=O)C(=O)N 5-(4-formylphenyl)-2-oxo-6-(trifluoromethyl)-1,2-dihydropyridine-3-carboxamide